1,5-dihydroanthracene C1C=CC=C2C=C3CC=CC=C3C=C12